Sulfonylcyclobutanone S(=O)(=O)=C1C(CC1)=O